O1CCC(CC1)CN1CCC2(CC1)CNC1=CC=CC=C12 1'-[(oxan-4-yl)methyl]-1,2-dihydrospiro[indole-3,4'-piperidine]